C(#C)C=1C(=CC(=C(C1)NC=1N=C(C2=C(N1)NC=C2)NC=2C(=C1N=CC=NC1=CC2)P(C)(C)=O)OC)N2CCN(CC2)C (6-((2-((5-ethynyl-2-methoxy-4-(4-methylpiperazin-1-yl)phenyl)amino)-7H-pyrrolo[2,3-d]pyrimidin-4-yl)amino)quinoxalin-5-yl)dimethylphosphine oxide